FC1=CC=C(C=C1)C1=NNC=C1C=1C2=C(N=CN1)OC(=C2)C2=CC=CC=C2 4-[3-(4-Fluorophenyl)-1H-pyrazol-4-yl]-6-phenylfuro[2,3-d]pyrimidine